FC(OC1=CC(=C(C=C1)C1=C2C(=C(N=N1)N[C@H]1CN(CCC1)C(=O)[O-])COCC2)OC(OC)C(C)(C)C)F (3R)-3-({1-[4-(difluoromethoxy)-2-(tert-butyl methoxymethoxy)phenyl]-7,8-dihydro-5H-pyrano[3,4-d]pyridazin-4-yl}amino)piperidine-1-carboxylate